N-(3-((4-(ethoxymethyl)-4-phenethylpiperidin-1-yl)methyl)phenyl)acetamide C(C)OCC1(CCN(CC1)CC=1C=C(C=CC1)NC(C)=O)CCC1=CC=CC=C1